1-(3-chlorophenyl)-3-(3-fluoro-5-(5-(3-(methylsulfonyl)phenyl)-1H-pyrazolo[3,4-b]pyridin-3-yl)phenyl)urea ClC=1C=C(C=CC1)NC(=O)NC1=CC(=CC(=C1)C1=NNC2=NC=C(C=C21)C2=CC(=CC=C2)S(=O)(=O)C)F